perfluoroiodobutane glycerylarsenate C(C(O)CO)O[As](O)(O)=O.FC(C(C(C(F)(F)F)(F)F)(F)F)(I)F